BrC1=CC(=C(C(=C1)F)NC(=O)C=1N(N=C(C1)CN1N=C(N=N1)C(F)(F)F)C1=NC=CC=C1Cl)C(N)=O N-(4-bromo-2-carbamoyl-6-fluoro-phenyl)-2-(3-chloro-2-pyridyl)-5-[[5-(trifluoromethyl)tetrazol-2-yl]methyl]pyrazole-3-carboxamide